N-(1-(3-bromo-5-methylphenyl)cyclopropyl)methylSulfonamide BrC=1C=C(C=C(C1)C)C1(CC1)CNS(=O)=O